FC=1C=C2C(=NC1C1=CC=C(C=C1)C1=CC=C(C=C1)C(=O)NC)C=C(N2)O[C@@H]2CO[C@@H](C2)CO 4'-(6-fluoro-2-(((3S,5S)-5-(hydroxymethyl)tetrahydrofuran-3-yl)oxy)-1H-pyrrolo[3,2-b]pyridin-5-yl)-N-methyl-[1,1'-biphenyl]-4-carboxamide